2-{5-[(1-methylpiperidin-4-yl)amino][1,3]thiazolo[5,4-d][1,3]thiazol-2-yl}-5-(1H-pyrazol-4-yl)phenol hydrochloride Cl.CN1CCC(CC1)NC=1SC2=C(N1)SC(=N2)C2=C(C=C(C=C2)C=2C=NNC2)O